pyridinyl-propargyl alcohol N1=C(C=CC=C1)C(C#C)O